(R)-7-chloro-N-((4-chloro-6-methyl-2-oxo-1,2-dihydropyridin-3-yl)methyl)-2,4-dimethyl-2-(1-(2,2,2-trifluoroethyl)piperidin-4-yl)benzo[d][1,3]dioxole-5-carboxamide ClC1=CC(=C(C2=C1O[C@@](O2)(C2CCN(CC2)CC(F)(F)F)C)C)C(=O)NCC=2C(NC(=CC2Cl)C)=O